ClCCCC1C(CC1)=O 2-(3-Chloropropyl)cyclobutan-1-one